O=C1NC(CCC1N1C(C2=CC=CC(=C2C1=O)OCC(=O)OC(C)(C)C)=O)=O tert-Butyl 2-(2-(2,6-dioxopiperidin-3-yl)-1,3-dioxoisoindolin-4-yloxy)acetate